4-[(4S)-4-[[4-(difluoromethyl)-5-fluoro-2-pyridinyl]oxy]-3,3-difluoro-pyrrolidin-1-yl]-6-(2,4-dimethoxypyrimidin-5-yl)-2-methyl-pyrimidine FC(C1=CC(=NC=C1F)O[C@@H]1C(CN(C1)C1=NC(=NC(=C1)C=1C(=NC(=NC1)OC)OC)C)(F)F)F